3-(4-(trifluoromethyl)pyridin-2-yl)cyclobutan-1-one FC(C1=CC(=NC=C1)C1CC(C1)=O)(F)F